CNCCCNC N,N'-Dimethyl-1,3-propandiamin